CN(C[C@@H](COC1=CC=C(C=C1)C1=CC=C(C=C1)C=CC(CO)N1C(=NC=C1)[C@H](C)O)O)C 4-(4'-((S)-3-(dimethylamino)-2-hydroxypropoxy)-[1,1'-biphenyl]-4-yl)-2-(2-((S)-1-hydroxyethyl)-1H-imidazol-1-yl)but-3-en-1-ol